1-[2-(trifluoromethyl)phenyl]-N-[[5-(trifluoromethyl)-2-pyridyl]methyl]methanamine FC(C1=C(C=CC=C1)CNCC1=NC=C(C=C1)C(F)(F)F)(F)F